[Na+].P(=O)(OCC(CCCC)CC)(OCC(CCCC)CC)[O-] bis(2-ethylhexyl) phosphate sodium salt